C[C@@H]1N(CC1)C=1N=C(C2=C(N1)CCC2)C=2N=CSC2 (S)-4-(2-(2-methylazetidin-1-yl)-6,7-dihydro-5H-cyclopenta[d]pyrimidin-4-yl)thiazole